6-{2H,4H,5H,6H-pyrrolo[3,4-c]pyrazole-2-sulfonyl}-1H-indazole N=1N(C=C2C1CNC2)S(=O)(=O)C2=CC=C1C=NNC1=C2